2-(3,5-difluorophenyl)-N-[6-(7,8-dihydro-5H-1,6-naphthyridin-6-yl)-2-[(3R)-3-fluoropyrrolidin-1-yl]-4-methyl-3-pyridyl]acetamide FC=1C=C(C=C(C1)F)CC(=O)NC=1C(=NC(=CC1C)N1CC=2C=CC=NC2CC1)N1C[C@@H](CC1)F